CC=1C=C(C=CC1)C#CCCO 4-m-methylphenyl-3-butyn-1-ol